2-[2-(Methylamino)ethoxy]ethyl 4-[2-(4-fluorophenyl)-4-oxo-1,3-thiazolidin-3-yl]-3-methylbenzoate FC1=CC=C(C=C1)C1SCC(N1C1=C(C=C(C(=O)OCCOCCNC)C=C1)C)=O